OC=1C(C=CC=C(C1)C(C)C)=O 2-hydroxy-4-isopropyl-2,4,6-cycloheptatriene-1-one